2-methyl-N-(2-oxopyrrolidin-3-yl)-5-((6-(trifluoromethyl)pyridin-3-yl)methoxy)benzofuran CC=1OC2=C(C1)C=C(C=C2)OCC=2CN(C(=CC2)C(F)(F)F)C2C(NCC2)=O